COC(=O)[C@@H]1C[C@H](C1)S(=O)(=O)Cl trans-3-(chlorosulfonyl)cyclobutane-1-carboxylic acid methyl ester